2,3,4,5-tetrazole C=1NN=NN1